(3R,4S)-4-(2-chlorophenyl)-6,6-dimethyltetrahydro-2H-pyran-3-carboxylic acid ClC1=C(C=CC=C1)[C@@H]1[C@H](COC(C1)(C)C)C(=O)O